NC1=NC=2C=C(C(=CC2C2=C1COC2)C(=O)N([C@@H]2CCC1=CC(=CC=C21)C(F)(F)F)[C@@H](COC)C)F 4-amino-7-fluoro-N-((R)-1-methoxypropan-2-yl)-N-((R)-5-(trifluoromethyl)-2,3-dihydro-1H-inden-1-yl)-1,3-dihydrofuro[3,4-c]quinolin-8-carboxamide